3-((chloro(diisopropylamino)phosphino)oxy)propanenitrile ClP(OCCC#N)N(C(C)C)C(C)C